C1CCN(CC1)O piperidol